(chlorocarbonyl)sulfenyl chloride ClC(=O)SCl